FC1=CC=C(C=C1)[C@@H]1N(CCC2=CC=CC=C12)C(=O)OC1C2CN(CC1CC2)CC2=CC=CC=C2 3-benzyl-3-azabicyclo[3.2.1]octan-8-yl (1S)-1-(4-fluorophenyl)-3,4-dihydroisoquinoline-2(1H)-carboxylate